C(C(C)(C)C)(=O)OC(C)CCCCCCC 2-pivaloyloxynonane